N1=C(C=CC=C1)C=1N=C(C2=C(N1)CCC2)N2CC1C3=CC=CC=C3C(C2)C1 10-[2-(pyridin-2-yl)-5H,6H,7H-cyclopenta[d]pyrimidin-4-yl]-10-azatricyclo[6.3.1.0{2,7}]dodeca-2,4,6-triene